C(#N)C(CC1=C(C=C(C(=C1)F)C=1C=CC2=C(N(C(O2)=O)C)C1)F)NC(=O)[C@H]1OCCCNC1 (2S)-N-{1-cyano-2-[2,5-difluoro-4-(3-methyl-2-oxo-1,3-benzoxazol-5-yl)phenyl]ethyl}-1,4-oxazepane-2-carboxamide